CN1N=C(C(=C1)C=1N=C2C(=NC1)CN(C2=O)C=2N=NC(=CC2)OC2C[C@@]1(CC[C@](C2)(N1)C)C)C 3-(1,3-dimethylpyrazol-4-yl)-6-(6-{[(1S,3s,5R)-1,5-dimethyl-8-azabicyclo[3.2.1]octan-3-yl]oxy}-1,2-diazin-3-yl)-6,7-dihydro-5H-pyrrolo[4,3-b]pyrazin-5-one